C(#N)C=1C=NN2C1C(=CC(=C2)C=2C=NN(C2C)[C@H]2CN(CC2)C#N)N[C@H](C)C2=NC=CC=C2 (3R)-3-[4-(3-Cyano-4-[[(1R)-1-(pyridin-2-yl)ethyl]amino]pyrazolo[1,5-a]pyridin-6-yl)-5-methylpyrazol-1-yl]pyrrolidine-1-carbonitrile